The molecule is an organophosphate oxoanion resulting from deprotonation of the phosphate OH groups of D-glucopyranose 6-phosphate; major species at pH 7.3. It has a role as a human metabolite. It derives from a D-glucopyranose. It is a conjugate base of a D-glucopyranose 6-phosphate. C([C@@H]1[C@H]([C@@H]([C@H](C(O1)O)O)O)O)OP(=O)([O-])[O-]